ClC1=C(C=CC=C1)C(=O)N1CCCC2=NC(=CC=C12)C1(CCC1)C=1NC=2C(=NC=C(C2)C(F)(F)F)N1 (2-chlorophenyl)[6-{1-[6-(trifluoromethyl)-1H-imidazo[4,5-b]pyridin-2-yl]cyclobutyl}-3,4-dihydro-1,5-naphthyridin-1(2H)-yl]methanone